ClC1=NN(C=C1C1=NC=CC(=N1)NC=1N=CC2=C(C=CC(=C2C1)C(C)C)N1[C@@H]([C@H](C1)CS(=O)(=O)C)C)C1CC(C1)COC N-(2-(3-chloro-1-(3-(methoxymethyl)cyclobutyl)-1H-pyrazol-4-yl)pyrimidin-4-yl)-5-isopropyl-8-((2R,3S)-2-methyl-3-((methanesulfonyl)methyl)azetidin-1-yl)isoquinolin-3-amine